OC1=CC2=C([Se]C(=C2)C(CCC(=O)OCC)=O)C=C1OC ethyl 4-(5-hydroxy-6-methoxybenzo[b]selenophen-2-yl)-4-oxobutyrate